C(C)(C)(C)OC(=O)N1C(CC2(CCOC2)CC1)=O 7-oxo-2-oxa-8-azaspiro[4.5]decane-8-carboxylic acid tert-butyl ester